4-[1-(3-Chloro-phenyl)-7-methoxy-2,4-dioxo-3,4-dihydro-2H-pyrimido[5,4-c]quinolin-3-yl]-cyclohexanecarboxylic acid hydrochloride salt Cl.ClC=1C=C(C=CC1)N1C(N(C(C=2C=NC=3C(=CC=CC3C21)OC)=O)C2CCC(CC2)C(=O)O)=O